tridecane-1,4,7,10-tetraamine C(CCC(CCC(CCC(CCC)N)N)N)N